2-fluoro-5-((8-methoxy-4-oxo-3,4-dihydrophthalazine-1-yl)methyl)benzoic acid FC1=C(C(=O)O)C=C(C=C1)CC1=NNC(C2=CC=CC(=C12)OC)=O